C(C)(C)(C)OC(=O)N1CC2(CC1)CN(CC2)[C@@H]2CC[C@@H](CC2)N2C=C(C1=C2N=CN=C1N)I 7-((Cis)-4-(4-amino-5-iodo-7H-pyrrolo[2,3-d]pyrimidin-7-yl)cyclohexyl)-2,7-diazaspiro[4.4]nonane-2-carboxylic acid tert-butyl ester